2-amino-5-(4-((1R,5S)-3-(2-fluoroethyl)-3-azabicyclo[3.1.0]hex-1-yl)phenyl)-N-((1R,4R)-4-hydroxycyclohexyl)nicotinamide NC1=C(C(=O)NC2CCC(CC2)O)C=C(C=N1)C1=CC=C(C=C1)[C@@]12CN(C[C@H]2C1)CCF